(S)-2-((tert-Butoxycarbonyl)amino)-2-methyl-3-phenylpropanoic acid C(C)(C)(C)OC(=O)N[C@](C(=O)O)(CC1=CC=CC=C1)C